iron 2,5-dihydroxyterephthalate OC1=C(C(=O)[O-])C=C(C(=C1)C(=O)[O-])O.[Fe+2]